C(CC(C)C)[C@@H]1N[C@@H](C2=CC=C(C=C2C1)OC)C1=CC=C(C=C1)NC12CC3CC(CC(C1)C3)C2 N-[4-[(1R,3S)-3-isopentyl-6-methoxy-1,2,3,4-tetrahydroisoquinolin-1-yl]phenyl]adamantan-1-amine